NC1=NC=CC=C1 amino-pyridine